ClC=1C(=NC=CC1)CN1N=C(C=C1C1=CC(=CC=C1)OC)COC(C(=O)OC)(C)C Methyl 2-[(1-[(3-chloropyridin-2-yl)methyl]-5-(3-methoxyphenyl)-1H-pyrazol-3-yl)methoxy]-2-methylpropanoate